C(C1=CC=CC=C1)(=O)C1=CC=C(C[C@H](N)C(=O)O)C=C1 4-benzoyl-phenylalanine